2-(1-phenylcyclopropyl)-6-(1-(3-(trifluoromethyl)phenyl)cyclopropane-1-carbonyl)-3,5,6,7,8,9-hexahydro-4H-pyrimido[5,4-c]azepin-4-one C1(=CC=CC=C1)C1(CC1)C=1NC(C=2CN(CCCC2N1)C(=O)C1(CC1)C1=CC(=CC=C1)C(F)(F)F)=O